CS(=O)(=O)[O-].C(CCCCCCC)[N+]1=CC(=CC=C1)CC 1-octyl-3-ethylpyridinium methanesulfonate